cyclopropyl-5-[3-(4-methylpyridin-3-yl)-1,2,4-oxadiazol-5-yl]-1H-1,2,3-benzotriazole C1(CC1)N1N=NC2=C1C=CC(=C2)C2=NC(=NO2)C=2C=NC=CC2C